N-(4-{[6-(5-chloro-2-fluoro-phenyl)-2H,3H,4H-pyrido[3,2-b]-[1,4]oxazin-8-yl]amino}pyridin-2-yl)-3-(dimethylamino)propan-amide ClC=1C=CC(=C(C1)C=1C=C(C=2OCCNC2N1)NC1=CC(=NC=C1)NC(CCN(C)C)=O)F